4-hydroxy-N-[[1-[(1R)-3-(hydroxyamino)-1-(2-naphthylmethyl)-oxo-propyl]triazol-4-yl]methyl]benzamide OC1=CC=C(C(=O)NCC=2N=NN(C2)[C@@H](CC(NO)=O)CC2=CC3=CC=CC=C3C=C2)C=C1